2-(4-bromophenylsulfonylamino)acetamide BrC1=CC=C(C=C1)S(=O)(=O)NCC(=O)N